BrC1=CC=C(C=C1)S(=O)(=O)N1CCCC1 1-((4-bromophenyl)sulfonyl)pyrrolidine